(R)-2-((5-(2-(6-(dimethylamino)-2,6-dimethylhept-3-yl)-2,6-diazaspiro[3.4]oct-6-yl)-1,2,4-triazin-6-yl)oxy)-N-ethyl-5-fluoro-N-isopropylbenzamide CN(C(CC[C@H](C(C)C)N1CC2(C1)CN(CC2)C=2N=CN=NC2OC2=C(C(=O)N(C(C)C)CC)C=C(C=C2)F)(C)C)C